((5-bromo-3-fluoro-2-nitrophenyl)amino)-2-methylpropan-2-ol BrC=1C=C(C(=C(C1)NCC(C)(O)C)[N+](=O)[O-])F